C(C)(C)C1=NC(=NC(=C1)NCC1=CC=C(C=C1)OC)NC(=O)NC1=CC=C(C=C1)OC(F)(F)F 1-(4-isopropyl-6-((4-methoxybenzyl)amino)pyrimidin-2-yl)-3-(4-(trifluoromethoxy)phenyl)urea